O=C1C2=C(N(C(N1)=S)CC1=C(C=O)C=CC=C1)C=CN2 2-[(4-Oxo-2-thioxo-2,3,4,5-tetrahydro-1H-pyrrolo[3,2-d]pyrimidin-1-yl)methyl]benzaldehyde